C(CCCCCCCCCCCCCCCCCCCCCCCCCCCCC)O n-Triacontanol